C(C)C(COCCC(=O)N(C)C)CCCC β-(2-ethylhexoxy)-N,N-dimethylpropionamide